1,1'-(10H-phenothiazine-2,10-diyl)bis(ethan-1-one) C1=C(C=CC=2SC3=CC=CC=C3N(C12)C(C)=O)C(C)=O